COC1=CC=C(C=C1)N(C1=CC=2OC=3C4=C(C=CC3C3(OC(C5=CC=CC=C35)=O)C2C=C1)C=CC=C4)C4=CC(=CC=C4)C(F)(F)F 10-((4-methoxyphenyl)(3-(trifluoromethyl)phenyl)amino)-3'H-spiro[benzo[c]xanthene-7,1'-isobenzofuran]-3'-one